(9-(pyridin-2-yl)-6-oxaspiro[4.5]decan-9-yl)acetonitrile N1=C(C=CC=C1)C1(CCOC2(CCCC2)C1)CC#N